C(C)SC=1C=C(C=C(C1[N+](=O)[O-])C)N1CCOC2=C(C1)C=CC(=C2)F 4-(3-(ethylthio)-5-methyl-4-nitrophenyl)-8-fluoro-2,3,4,5-Tetrahydrobenzo[f][1,4]oxazepine